(4aS,7aS,12bS)-3-(cyclopropylmethyl)-4a-hydroxy-7-methylene-2,3,4,4a,5,6,7,7a-octahydro-1H-4,12-methanobenzofuro[3,2-e]isoquinolin-9-yl octyl carbonate C(OC1=CC=C2C3=C1O[C@@H]1[C@]34CCN(C([C@@]4(CCC1=C)O)C2)CC2CC2)(OCCCCCCCC)=O